4,3-diamino-methyl-3-ethyl-pyrazole NC=1C(N=NC1C)(CC)N